ClC1=CC2=C(N=C(O2)NC(C)C2=NC=CN=C2C2=NC=CC=N2)C=C1C(F)(F)F 6-chloro-N-[1-(3-pyrimidin-2-ylpyrazin-2-yl)ethyl]-5-(trifluoromethyl)-1,3-benzoxazol-2-amine